1-{3-[(1R)-1-aminoethyl]-2-fluorophenyl}-1,1-difluoro-3-methylbutan-2-one N[C@H](C)C=1C(=C(C=CC1)C(C(C(C)C)=O)(F)F)F